ClC=1C=C(C=CC1)CNC 1-(3-chlorophenyl)-N-methyl-methanamine